BrC=1C=C2C(=CC1)C(N(CC21CC1)CC(=O)NC1=NC=C(C=N1)C(F)(F)F)=O 2-(6-bromo-1-oxospiro[3H-isoquinoline-4,1'-cyclopropane]-2-yl)-N-[5-(trifluoromethyl)pyrimidin-2-yl]acetamide